COC1=C(OCC2=NN=C(S2)N)C=CC=C1 5-((2-methoxyphenoxy)methyl)-1,3,4-thiadiazol-2-amine